COC1=CC=C(CN(C2=NC(=NN3C2=NC=C3C(C=3C=C(C(=NC3)N3CCC(CC3)CN(C(OC(C)(C)C)=O)C)C)O)NC(C)CCC)CC3=CC=C(C=C3)OC)C=C1 tert-butyl ((1-(5-((4-(bis(4-methoxybenzyl)amino)-2-(pentan-2-ylamino) imidazo[2,1-f][1,2,4]triazin-7-yl)(hydroxy)methyl)-3-methylpyridin-2-yl)piperidin-4-yl)methyl)(methyl)carbamate